(methoxymethyl)-7-methyl-1,6,9,12-tetraazabicyclo[11.3.1]heptadecane COCC1N2CCCC(NCCNCC(NCCC1)C)C2